C(C)OS(=O)(=O)[O-].C(CCCCCCCCCCCCCCC(C)C)[N+]1=C(NC=C1)CC isostearyl-ethylimidazolium ethyl-sulfate